C(CCCCC)C=1C=C(SC1)C=1C=2C(C(=C3N=C(C(=NC13)C=1SC=CC1)C=1SC=CC1)C=1SC=C(C1)CCCCCC)=NSN2 4,9-bis(4-hexylthien-2-yl)-6,7-di(thien-2-yl)-[1,2,5]thiadiazolo[3,4-g]quinoxaline